4-methylidene-1-((2-(trimethylsilyl)ethoxy)methyl)-6,7-dihydro-5H-indazole C=C1C=2C=NN(C2CCC1)COCC[Si](C)(C)C